COC1=CC=C(C2=C(C=CC=C12)C#C[Si](C(C)C)(C(C)C)C(C)C)O 4-methoxy-8-((triisopropylsilyl)ethynyl)naphthalen-1-ol